2,4-dihydroxybenzol OC1=CC=CC(=C1)O